4-amino-N-ethyl-N-((5-(trifluoromethyl)pyridin-2-yl)methyl)-[1,2,4]triazolo[4,3-a]quinoxaline-8-carboxamide NC=1C=2N(C3=CC(=CC=C3N1)C(=O)N(CC1=NC=C(C=C1)C(F)(F)F)CC)C=NN2